[5-(5-fluoro-2-methylpyridin-4-yl)-1H-pyrazole-3-carbonyl]-N-[(1r,4r)-4-hydroxy-4-(trifluoromethyl)cyclohexyl]piperidine-4-carboxamide FC=1C(=CC(=NC1)C)C1=CC(=NN1)C(=O)N1CCC(CC1)C(=O)NC1CCC(CC1)(C(F)(F)F)O